BrC=1C(=NC(=NC1)NC=1C(=NN(C1)C1CCN(CC1)C)C)NCCCN1CCN(CCC1=O)C 4-(3-((5-bromo-2-((3-methyl-1-(1-methylpiperidin-4-yl)-1H-pyrazol-4-yl)amino)pyrimidin-4-yl)amino)propyl)-1-methyl-1,4-diazepan-5-one